N-methyl-N-propylpiperidinium hexafluorophosphate F[P-](F)(F)(F)(F)F.C[N+]1(CCCCC1)CCC